[NH4+].[N+](=O)([O-])[Pt][N+](=O)[O-] dinitroplatinum ammonium